Cl.C(CCC)NC=1N=CC2=C(N1)N(C=C2C2=C(C=C(C=C2)CN2CCNCC2)F)[C@@H]2CC[C@H](CC2)O trans-4-[2-(butylamino)-5-[2-fluoro-4-[(piperazin-1-yl)methyl]phenyl]-7H-pyrrolo[2,3-d]pyrimidin-7-yl]cyclohexan-1-ol hydrochloride